C(C1=CC=CC=C1)OC=1C(=CC(=NC1)OC1=C(C=C(C=C1Cl)[N+](=O)[O-])Cl)I 5-benzyloxy-2-(2,6-dichloro-4-nitro-phenoxy)-4-iodo-pyridine